2-(Benzyloxy)-2-methylpropyl ((((2R,3S,4R,5S)-5-(4-aminopyrrolo[2,1-f][1,2,4]triazin-7-yl)-2-cyano-3,4-dihydroxytetrahydrofuran-2-yl)methoxy)(phenoxy)phosphoryl)-L-alaninate NC1=NC=NN2C1=CC=C2[C@H]2[C@@H]([C@@H]([C@@](O2)(C#N)COP(=O)(OC2=CC=CC=C2)N[C@@H](C)C(=O)OCC(C)(C)OCC2=CC=CC=C2)O)O